(4-(2,5-dichloropyrimidin-4-yl)-2-fluorophenoxy)-2,2-dimethylpropionitrile ClC1=NC=C(C(=N1)C1=CC(=C(OCC(C#N)(C)C)C=C1)F)Cl